OCC1CCN(CC1)C(CC)=O 1-(4-(hydroxymethyl)piperidin-1-yl)propan-1-one